(S)-6-(4-chlorophenyl)-N-(1-(3-chloro-4-methoxyphenyl)ethyl)-2-(1-methyl-1H-pyrazol-4-yl)pyrimidine-4-carboxamide ClC1=CC=C(C=C1)C1=CC(=NC(=N1)C=1C=NN(C1)C)C(=O)N[C@@H](C)C1=CC(=C(C=C1)OC)Cl